4-(morpholin-4-yl)piperidine N1(CCOCC1)C1CCNCC1